(Z)-benzyl 2-(2-pentylcyclobutylidene)acetate C(CCCC)C1\C(\CC1)=C/C(=O)OCC1=CC=CC=C1